6,8-dihydro-5H-imidazo[1,2-a]pyrazine-7-carboxamide N=1C=CN2C1CN(CC2)C(=O)N